CC1(COC1)CNC(=O)NC1=NC2=C(N1)C=CC(=C2)C2=CC(=NC=C2)C 1-((3-Methyloxetan-3-yl)methyl)-3-(5-(2-methylpyridin-4-yl)-1H-benzo[d]imidazol-2-yl)urea